BrC1=NN(C2=C1C=NC(=C2)C(=O)N2CCOCCC2)CCC (3-bromo-1-propyl-pyrazolo[4,3-c]pyridin-6-yl)-(1,4-oxazepan-4-yl)methanone